CCC=CCC=CCC 3,6-nonadien